C(#N)C1=CC=C(C=C1)CS(=O)(=O)NC1=C(C=C(C=C1F)C1=CC2=C(N=C(N=C2)N[C@@H]2CNC[C@H](C2)F)N(C1=O)C(C)C)F 1-(4-cyanophenyl)-N-(2,6-difluoro-4-(2-(((3S,5S)-5-fluoropiperidin-3-yl)amino)-8-isopropyl-7-oxo-7,8-dihydropyrido[2,3-d]pyrimidin-6-yl)phenyl)methanesulfonamide